O1C=NC2=C1C=CC(=C2)O BENZOXAZOL-5-OL